1-(4-((3-(dimethylamino)propyl)amino)-6-methylpyrimidin-2-yl)-3-(isoquinolin-3-yl)urea CN(CCCNC1=NC(=NC(=C1)C)NC(=O)NC=1N=CC2=CC=CC=C2C1)C